C(C=C)C1(CN(CCC1)C=1C2=C(N=C(N1)OC[C@]13CCCN3C[C@@H](C1)F)C(=C(N=C2)C2=C(C(=CC(=C2)OCOC)Cl)CCCCC=C)F)O 3-allyl-1-(7-(3-chloro-2-(hex-5-en-1-yl)-5-(methoxymethoxy)phenyl)-8-fluoro-2-(((2R,7aS)-2-fluorotetrahydro-1H-pyrrolizin-7a(5H)-yl)methoxy)pyrido[4,3-d]pyrimidin-4-yl)piperidin-3-ol